FC1=C(CN2N=NC(=C2)C#N)C=CC=C1 1-(2-fluorobenzyl)-1H-1,2,3-triazole-4-carbonitrile